ClC=1C(=NC(=NC1)NC1=C(C=C(C(=O)N(C)CC2=CC=C(C=C2)OC)C=C1)OC)C=1C=NN(C1)C(C)C 4-((5-chloro-4-(1-isopropyl-1H-pyrazol-4-yl)pyrimidin-2-yl)amino)-3-methoxy-N-(4-methoxybenzyl)-N-methylbenzamide